(2s)-2-[(3s)-1-{[2-(cyclopropyloxy)-4-(1-phenyl-1H-pyrazol-3-yl)phenyl]methyl}piperidin-3-yl]propane C1(CC1)OC1=C(C=CC(=C1)C1=NN(C=C1)C1=CC=CC=C1)CN1C[C@@H](CCC1)C(C)C